8-(2-hydroxy-2-methyl-propyl)-2-((S)-1-phenyl-ethylamino)-8H-pyrido[2,3-d]pyrimidin-7-one OC(CN1C(C=CC2=C1N=C(N=C2)N[C@@H](C)C2=CC=CC=C2)=O)(C)C